CN1C(N(C2=C1C=CC=C2)C)C2=CC=CC=C2 1,3-dimethyl-2-phenyl-2,3-dihydrobenzimidazole